ClCC1=C(C=CC=C1)C=C chloromethyl-Vinylbenzene